BrC1=CC=C(C=2CCOC21)CC(=O)O 2-(7-bromo-2,3-dihydrobenzofuran-4-yl)acetic acid